(E,E)-4,8,12-Trimethyl-1,3,7,11-tridecatetraene C\C(=C/C=C)\CC\C=C(\CCC=C(C)C)/C